ClC=1C=C2C=C(C(NC2=CC1)=O)C=1N=NN(C1)C1=CC=C(C=C1)OC1CCCC1 6-chloro-3-[1-(4-cyclopentyloxy-phenyl)-1H-[1,2,3]triazol-4-yl]-1H-quinolin-2-one